3-(3-((2-((5-methyl-2-(1-methylpiperidin-4-yl)-2H-1,2,3-triazol-4-yl)amino)-5-(trifluoromethyl)pyrimidin-4-yl)amino)propyl)-1,3-oxazinan-2-one CC=1C(=NN(N1)C1CCN(CC1)C)NC1=NC=C(C(=N1)NCCCN1C(OCCC1)=O)C(F)(F)F